(1R,2S)-2-[3-({[2-isopropyl-1-(3-phenylpropyl)-1H-pyrrole-3-yl]carbonyl}amino)-4-(trifluoromethyl)Phenyl]cyclopropanecarboxylic acid C(C)(C)C=1N(C=CC1C(=O)NC=1C=C(C=CC1C(F)(F)F)[C@@H]1[C@@H](C1)C(=O)O)CCCC1=CC=CC=C1